C(C1=CC=CC=C1)OC1(CC1)C1=NC=CC(=N1)C1=NC=C(C(=C1)N1C(C(=C(C=C1C)OCC1=NC=C(C=C1F)F)Cl)=O)C 2'-{2-[1-(benzyloxy)cyclopropyl]pyrimidin-4-yl}-3-chloro-4-[(3,5-difluoropyridin-2-yl)methoxy]-5',6-dimethyl-[1,4'-bipyridin]-2-one